FS(C=1C=C(C=C(C1)C(F)(F)F)C1=NN(C=N1)\C=C/C(=O)NNC(=O)C1CCC1)(F)(F)(F)F (Z)-N'-(3-(3-(3-(Pentafluorosulfanyl)-5-(trifluoromethyl)phenyl)-1H-1,2,4-triazol-1-yl)acryloyl)cyclobutancarbohydrazid